(4-aminocyclohexyl)methanol HCl Cl.NC1CCC(CC1)CO